[N+](=O)([O-])C1=C2C=NN(C2=CC(=C1)CC=NNC(=O)OC)C1OCCCC1 methyl 2-(2-(4-nitro-1-(tetrahydro-2H-pyran-2-yl)-1H-indazol-6-yl)ethylidene)hydrazine-1-carboxylate